CN1C(=NC(=C1)S(=O)(=O)N1CCC(CC1)C=1C(=CC=2N(C1)N=CN2)C)C 6-(1-((1,2-dimethyl-1H-imidazol-4-yl)sulfonyl)piperidin-4-yl)-7-methyl-[1,2,4]triazolo[1,5-a]pyridine